(3S)-3-[1-(3-bromophenyl)sulfanyl-2-methoxy-2-oxoethyl]pyrrolidine-1-carboxylic acid tert-butyl ester C(C)(C)(C)OC(=O)N1C[C@H](CC1)C(C(=O)OC)SC1=CC(=CC=C1)Br